5-(isopentenyl-aminomethyl)uracil C(CC(=C)C)C(C=1C(NC(NC1)=O)=O)N